F[C@H]1[C@@H](O[C@@H]([C@H]1O)COC(C1=CC=CC=C1)(C1=CC=CC=C1)C1=CC=C(C=C1)OC)N1C=C2CCCNC=3C2=C1N=CN3 2-{2-deoxy-2-fluoro-5-O-[(4-methoxyphenyl)(diphenyl)methyl]-β-D-ribofuranosyl}-6,7,8,9-tetrahydro-2H-2,3,5,6-tetraazabenzo[cd]azulene